C(C(C)C)(=O)N1[C@H](CN(C[C@H]1C)[C@H](CCC(F)(F)F)C1=CC=CC=C1)C(=O)NCC1=CC=C(C=C1)C1=NC=CC=N1 (2R,6R)-1-isobutyryl-6-methyl-N-(4-(pyrimidin-2-yl)benzyl)-4-((R)-4,4,4-trifluoro-1-phenylbutyl)piperazine-2-carboxamide